3-Amino-5-chloro-4-(7-fluoro-1H-indazol-4-yl)-7,8-dimethyl-1H-1,6-naphthyridin-2-one NC=1C(NC2=C(C(=NC(=C2C1C1=C2C=NNC2=C(C=C1)F)Cl)C)C)=O